4-oxo-7-propyl-3,4-dihydropyrrolo[2,1-f][1,2,4]triazine O=C1NC=NN2C1=CC=C2CCC